BrC1=NC=CC=C1Cl 2-Bromo-3-chloropyridine